6-((1R,5S,6r)-6-(1-isopropyl-3-(trifluoromethyl)-1H-pyrazol-5-yl)bicyclo[3.1.0]hexan-3-yl)-2-thia-6-azaspiro[3.4]octane 2,2-dioxide C(C)(C)N1N=C(C=C1C1[C@H]2CC(C[C@@H]12)N1CC2(CS(C2)(=O)=O)CC1)C(F)(F)F